OCC1CN(CCC1)C(=O)C1=NN2C(N=C(C=C2C(F)(F)F)C2=CC=C(C=C2)OC)=C1 (3-(hydroxymethyl)piperidin-1-yl)(5-(4-methoxyphenyl)-7-(trifluoromethyl)pyrazolo[1,5-a]pyrimidin-2-yl)methanone